tert-butyl 2-bromo-6-((1-((tert-butyldimethylsilyl)oxy)cyclopropyl)methoxy)-9,9-dimethylacridine-10(9H)-carboxylate BrC1=CC=2C(C3=CC=C(C=C3N(C2C=C1)C(=O)OC(C)(C)C)OCC1(CC1)O[Si](C)(C)C(C)(C)C)(C)C